2-[(4-azido-2-nitrophenyl)amino]ethyl N-{2-[(2R,3R,4R,5S)-3,4,5-trihydroxy-2-(hydroxymethyl)piperidin-1-yl]ethyl}carbamate O[C@@H]1[C@H](N(C[C@@H]([C@H]1O)O)CCNC(OCCNC1=C(C=C(C=C1)N=[N+]=[N-])[N+](=O)[O-])=O)CO